ClC=1C(=NC(=NC1)F)NC=1C=CC2=C(N(C(N2C)=O)CCC(=O)OC(C)(C)C)C1 tert-butyl 3-[6-[(5-chloro-2-fluoro-pyrimidin-4-yl)amino]-3-methyl-2-oxo-benzimidazol-1-yl]propanoate